(3R*,3aR*,6S*,7aS*)-2-benzyl-8-[(2-nitrophenyl)sulfonyl]-1-oxo-1,2,3,6,7,7a-hexahydro-3a,6-epiiminoisoindole-3-carboxylic acid C(C1=CC=CC=C1)N1C([C@H]2C[C@H]3C=C[C@@]2([C@@H]1C(=O)O)N3S(=O)(=O)C3=C(C=CC=C3)[N+](=O)[O-])=O |o1:9,11,14,15|